6-azaspiro[3.5]Nonan-9-one hydrochloride Cl.C1CCC12CNCCC2=O